CC(C)(C)OC(=O)N[C@@H](CCCN)C(=O)O L-5-Amino-2-N-Boc-amino-pentanoic acid